1-(4-(2-(2,6-dimethylpyridin-4-yl)-3-isopropyl-1H-indol-5-yl)piperidin-1-yl)-2-(1,1-dioxidoisothiazolin-2-yl)ethan-1-one CC1=NC(=CC(=C1)C=1NC2=CC=C(C=C2C1C(C)C)C1CCN(CC1)C(CN1S(CCC1)(=O)=O)=O)C